Cl[SiH](CC[SiH](Cl)Cl)Cl 1,2-bis(dichlorosilyl)ethane